2-[rac-(2R,5S)-5-methyl-2-(2-methylindazol-6-yl)-1-piperidyl]-2-oxo-N-(1H-pyrazolo[4,3-c]pyridin-7-yl)acetamide C[C@H]1CC[C@@H](N(C1)C(C(=O)NC=1C2=C(C=NC1)C=NN2)=O)C=2C=CC1=CN(N=C1C2)C |r|